C(C)(C)(C)C1=CC=2C(S1)=CSC2 tert-butyl-thieno[3,4-b]thiophene